C(C)(C)(C)CN(C(=O)OCCC1=CC=C(C=C1)N(C)C)CC(=O)N1CC(OCC1)C=1C=C2C(=C(NC2=CC1)C=1C=C(C=2N(C1)N=CN2)C)C(C)C 2-(4-dimethylaminophenyl)ethanol tert-butyl-(2-(2-(3-isopropyl-2-(8-methyl-[1,2,4]triazolo[1,5-a]pyridin-6-yl)-1H-indol-5-yl)morpholino)-2-oxoethyl)(methyl)carbamate